(1r,3r)-3-(methanesulfonylmethyl)-N-methylcyclobutan-1-amine CS(=O)(=O)CC1CC(C1)NC